C(C1=CC=CC=C1)NC1=NC=CC(=C1)OC1=C(N=C(S1)N)C1=CC=CC=C1 5-((2-(benzylamino)pyridin-4-yl)oxy)-4-phenylthiazol-2-amine